The molecule is a saturated organic heteromonocyclic parent that is a four-membered ring comprising of three carbon atoms and an oxygen atom. It is a saturated organic heteromonocyclic parent and a member of oxetanes. C1COC1